methyl (S)-3-(3-bromo-5-(3,5-dimethyl-1H-pyrazol-1-yl)phenyl)-4-(2-((5,6,7,8-tetrahydro-1,8-naphthyridin-2-yl)methyl)-2,6-diazaspiro[3.4]octan-6-yl)butanoate BrC=1C=C(C=C(C1)N1N=C(C=C1C)C)[C@H](CC(=O)OC)CN1CC2(CN(C2)CC2=NC=3NCCCC3C=C2)CC1